C(=O)=COCCC[Si](OC)(C)C 3-(carbonylmethoxy)propyl-dimethyl-methoxysilane